C(C)(C)N(C(C)C)CC N,N-Diisopropylethyl-amin